CN(C(CCCCCCCCC)CCCCCCCCCC=CCC=CCCCCC)C N,N-dimethylnonacosane-20,23-dien-10-amine